N,N-bis(2-hydroxypropyl)benzamide OC(CN(C(C1=CC=CC=C1)=O)CC(C)O)C